2,2,3,4,5,5-hexafluoro-3-(fluoromethyl)sulfolane FC1(S(=O)(=O)C(C(C1(CF)F)F)(F)F)F